CC1=C(OC(C(=O)O)(C)C)C(=CC(=C1)CCC(OC)C1=CC=C(C=C1)SC)C 2-[2,6-dimethyl-4-[3-[4-(methylthio)phenyl]-3-methoxypropyl]phenoxy]-2-methyl-propanoic acid